CN1CCC(CC1)C(=O)NC=1N=CC2=CC=C(C=C2C1)CC(=O)O 2-(3-(1-methylpiperidine-4-carboxamido)isoquinolin-6-yl)acetic Acid